C[C@]1([C@@H](CC2CC1C2(C)C)O)O (1S,2S,3R,5S)-pinanediol